6-(4-(4-(aminomethyl)-1-oxo-1,2-dihydrophthalazin-6-yl)-1-methyl-1H-pyrazol-5-yl)-3-chloro-2-ethylbenzonitrile NCC1=NNC(C2=CC=C(C=C12)C=1C=NN(C1C1=CC=C(C(=C1C#N)CC)Cl)C)=O